CN(C=1C(C(C1NCC=1SC=CC1)=O)=O)CC1=CC=C(C=C1)C1=NOC(=N1)C(F)(F)F 3-(methyl-(4-(5-(trifluoromethyl)-1,2,4-oxadiazol-3-yl)benzyl)amino)-4-((thien-2-ylmethyl)amino)cyclobut-3-ene-1,2-dione